COC(=O)C1=CC2=C(N(C=N2)CC2=C(C=C(C=C2)B(O)O)C)C=C1 (4-((5-(methoxycarbonyl)-1H-benzo[d]imidazol-1-yl)methyl)-3-methylphenyl)boronic acid